FC(C=1C(=C(C=CC1)[C@@H](C)NC1=C2C(=C(N=N1)C)N=CC(=C2)N2C[C@@H](CC2)OC)F)F N-((R)-1-(3-(difluoromethyl)-2-fluorophenyl)ethyl)-3-((R)-3-methoxypyrrolidin-1-yl)-8-Methylpyrido[2,3-d]pyridazin-5-amine